N,N,N',N'-Tetramethyltrimethylenediamine CN(CCCN(C)C)C